(2R,3S)-3-((5-fluoro-2-(2-methoxy-7-methylquinoxalin-5-yl)benzo[d]thiazol-6-yl)oxy)butan-2-yl (2-((2-hydroxy-2-methylpropyl)carbamoyl)pyridin-4-yl)carbamate OC(CNC(=O)C1=NC=CC(=C1)NC(O[C@H](C)[C@H](C)OC1=CC2=C(N=C(S2)C2=C3N=CC(=NC3=CC(=C2)C)OC)C=C1F)=O)(C)C